(5R)-5-(2-fluoro-3-nitrophenyl)-3-imino-2,5-dimethyl-1,2,4-thiadiazine FC1=C(C=CC=C1[N+](=O)[O-])[C@]1(NC(N(SC1)C)=N)C